S1CCN(CC1)CC(=O)N 2-thiomorpholinoacetamide